(6-(4-(2-(Methylthio)pyrimidin-5-yl)-1H-1,2,3-triazol-1-yl)hexanoyl)glycylglycyl-L-phenylalanine CSC1=NC=C(C=N1)C=1N=NN(C1)CCCCCC(=O)NCC(=O)NCC(=O)N[C@@H](CC1=CC=CC=C1)C(=O)O